8-fluoro-6-methoxy-4-methyl-3-(3-methyl-1,2,4-oxadiazol-5-yl)quinolin-2-yl-trans-2-methylpiperidin-4-amine FC=1C=C(C=C2C(=C(C(=NC12)N1[C@H](C[C@@H](CC1)N)C)C1=NC(=NO1)C)C)OC